ClC=1C=NC=C(C1[C@@H](C)OC=1C=C2C(=NNC2=CC1OC)C=1C=NC(=C(C1)F)N1CC(C1)(C)C)Cl (R)-5-(1-(3,5-dichloropyridin-4-yl)ethoxy)-3-(6-(3,3-dimethylazetidin-1-yl)-5-fluoropyridin-3-yl)-6-methoxy-1H-indazole